(2S)-2-(1,1-Difluoroethyl)-2,3,4,5-tetrahydropyrido[2,3-f][1,4]oxazepin-7-ol hydrochloride Cl.FC(C)(F)[C@H]1OC2=C(CNC1)N=C(C=C2)O